2-(2-(4-(3-(6-ethoxy-5-methoxypyridin-3-yl)-1,2,4-oxadiazol-5-yl)piperidin-1-yl)-2-oxoethyl)isoindolin-1-one C(C)OC1=C(C=C(C=N1)C1=NOC(=N1)C1CCN(CC1)C(CN1C(C2=CC=CC=C2C1)=O)=O)OC